2-(6-{2-[(4-chloro-2-fluorobenzyl)oxy]-5-fluoropyrimidin-4-yl}-6-azaspiro[2.5]oct-1-yl)-1-[(1-ethyl-1H-imidazol-5-yl)methyl]-1H-benzimidazole-6-carboxylic acid, trifluoroacetate salt FC(C(=O)O)(F)F.ClC1=CC(=C(COC2=NC=C(C(=N2)N2CCC3(CC3C3=NC4=C(N3CC3=CN=CN3CC)C=C(C=C4)C(=O)O)CC2)F)C=C1)F